C(C)(C)(C)OC(=O)N1CCC(CC1)(C1=CC=C(C=C1)C(=O)N1CCC(CC1)C1=NC=C(C=C1)C(F)(F)F)OC 4-methoxy-4-(4-(4-(5-(trifluoromethyl)pyridin-2-yl)piperidine-1-carbonyl)phenyl)piperidine-1-carboxylic acid tert-butyl ester